N-(1-phenylethyl)quinolin-4-amine C1(=CC=CC=C1)C(C)NC1=CC=NC2=CC=CC=C12